C(C)(C)(C)OC(=O)N1CCC(=CCC1)COC1=C(C=CC=2C(OCC21)=O)Br tert-butyl-4-{[(5-bromo-1-oxo-1,3-dihydro-2-benzofuran-4-yl)oxy]methyl}-2,3,6,7-tetrahydro-1H-azepine-1-carboxylate